(E)-3-(3,4-dihydroxyphenyl)-1-(4-(3-(dimethylamino)propoxy)-2-hydroxyphenyl)prop-2-en-1-one OC=1C=C(C=CC1O)/C=C/C(=O)C1=C(C=C(C=C1)OCCCN(C)C)O